C(C)N1C[C@@H](CCC1)NC1=NN=C(C(N1C)=O)C1=C(C2=C(SC=C2)C=C1)O (R)-3-((1-ethylpiperidin-3-yl)amino)-6-(4-hydroxybenzo[b]thiophen-5-yl)-4-methyl-1,2,4-triazine-5(4H)-one